(2S,4R)-4-(vinyloxy)pyrrolidine-1,2-dicarboxylic acid 1-benzyl ester 2-methyl ester COC(=O)[C@H]1N(C[C@@H](C1)OC=C)C(=O)OCC1=CC=CC=C1